trimethoxy(tridecafluoro-n-octyl)silane tert-butyl-4-allyl-3-(trifluoromethyl)piperazine-1-carboxylate tert-Butyl-3-(trifluoromethyl)piperazine-1-carboxylate C(C)(C)(C)OC(=O)N1CC(NCC1)C(F)(F)F.C(C)(C)(C)OC(=O)N1CC(N(CC1)CC=C)C(F)(F)F.CO[Si](C(C(C(C(C(CCC(F)(F)F)(F)F)(F)F)(F)F)(F)F)(F)F)(OC)OC